(S)-tert-Butyl 2-(((bis(benzyloxy)phosphoryl)oxy)methyl)pyrrolidine-1-carboxylate C(C1=CC=CC=C1)OP(=O)(OCC1=CC=CC=C1)OC[C@H]1N(CCC1)C(=O)OC(C)(C)C